13-methyl-2-phenylbenzo[c]pyrazino[2,3-g]pyrazolo[1,5-a][1,5]naphthyridine CC=1C2=C(N=C3C4=C(C=5N(C13)N=C(C5)C5=CC=CC=C5)C=CC=C4)N=CC=N2